OC(C)C=1C=C(C=CC1)C1=CN=C(C(N1CC(=O)OC(C)(C)C)=O)NCCC1=CC=CC=C1 tert-Butyl 2-(6-(3-(1-hydroxy ethyl)phenyl)-2-oxo-3-(phenethylamino)pyrazin-1(2H)-yl)acetate